COC(=O)C=1C=CC(=C2C=NN(C12)C1=CC=C(C=C1)I)C#CC 1-(4-iodophenyl)-4-(propan-1-yn-1-yl)-1H-indazole-7-carboxylic acid methyl ester